5-(4,4,5,5-tetramethyl-1,3,2-dioxaborolan-2-yl)-2,3-dihydro-1H-inden CC1(OB(OC1(C)C)C=1C=C2CCCC2=CC1)C